C(CCCCCCCC(=O)O)(=O)O.C(CCCCCCCC(=O)O)(=O)O.C(CO)O ethylene glycol di-azelate